[NH4+].C(#N)C1=CC(=C(COC2=NN(C=C2)C2CCN(CC2)CC2=NC3=C(N2CC2=CN=CN2C)C=C(C=C3)C(=O)[O-])C=C1)F 2-((4-(3-((4-cyano-2-fluorobenzyl)oxy)-1H-pyrazol-1-yl)piperidin-1-yl)methyl)-1-((1-methyl-1H-imidazol-5-yl)methyl)-1H-benzo[d]imidazole-6-carboxylic acid, ammonium salt